(1aR,5aR)-2-(2,4-Difluoro-phenyl)-1a,2,5,5a-tetrahydro-1H-2,3-diaza-cyclopropa[a]pentalene-4-carboxylic acid (6-methanesulfonyl-4-methyl-pyridin-3-yl)-amide CS(=O)(=O)C1=CC(=C(C=N1)NC(=O)C=1C=2C[C@@H]3[C@H](C2N(N1)C1=C(C=C(C=C1)F)F)C3)C